perylenetetracarboxylic acid diimine C1(=C(C(=C2C(=CC=C3C4=CC=CC5=CC=CC(C1=C23)=C45)C(=O)O)C(=O)O)C(O)=N)C(O)=N